Methyl-Silicon C[Si]